8-((4-(2-fluoro-6-(methylcarbamoyl)pyridin-3-yl)piperazin-1-yl)methyl)-7-fluoroimidazo[1,2-c]quinazolin-5(6H)-one FC1=NC(=CC=C1N1CCN(CC1)CC=1C=CC=2C=3N(C(NC2C1F)=O)C=CN3)C(NC)=O